2-isopropoyl-2-oxazoline C(CC=1OCCN1)(C)=O